C1(CCCCC1)P(C1=C(C=C(C=C1C(C)C)C(C)C)C(C)C)C1CCCCC1 dicyclohexyl-(2,4,6-tris(1-methylethyl)phenyl)phosphine